(±)-cis-tert-butyl-3-ethoxy-4-hydroxypiperidine-1-carboxylate C(C)(C)(C)OC(=O)N1C[C@H]([C@H](CC1)O)OCC |r|